8-(4-(1H-pyrazol-1-yl)-6-(pyrrolidin-1-yl)-1,3,5-triazin-2-yl)-2-oxa-5,8-diazaspiro[3.5]nonane N1(N=CC=C1)C1=NC(=NC(=N1)N1CCCC1)N1CCNC2(COC2)C1